1-((1-Methoxypropan-2-yl)oxy)-propan-2-amin COCC(C)OCC(C)N